CN1CC2=CC(=CC(=C2CC1)C)N1C2=C(N=CC1)C(=CN2)C=2C(=C(C=CC2)C(=O)N2CC(C2)O)C ((4-(2,5-dimethyl-1,2,3,4-tetrahydroisoquinolin-7-yl)-5H-pyrrolo[2,3-b]pyrazin-7-yl)-2-methylphenyl)(3-hydroxyazetidin-1-yl)methanone